1-(2-(3-((4-phenoxyphenyl)amino)-1,4,5,6,8-pentaazaacenaphthylen-5(1H)-yl)piperidin-1-yl)prop-2-en-1-one O(C1=CC=CC=C1)C1=CC=C(C=C1)NC=1C2=CNC=3N=CN=C(N(N1)C1N(CCCC1)C(C=C)=O)C32